4-((2-cyanophenyl)thio)-6-(1-((1r,4r)-4-hydroxycyclohexyl)-3-methyl-1H-pyrazol-4-yl)pyrazolo[1,5-a]pyridine-3-carbonitrile C(#N)C1=C(C=CC=C1)SC=1C=2N(C=C(C1)C=1C(=NN(C1)C1CCC(CC1)O)C)N=CC2C#N